C([C@H]([C@H](C(=O)O)O)C(=O)O)C(=O)O The molecule is the (1R,2R)-stereoisomer of isocitric acid. It is a conjugate acid of a L-erythro-isocitrate(3-). It is an enantiomer of a D-erythro-isocitric acid.